FC=1C=C2C=NN(C2=C(C1OCOC)F)C1=CC=C(OC2CCN(CC2)S(=O)(=O)C)C=C1 4-{4-[5,7-difluoro-6-(methoxymethoxy)(1H-indazolyl)]phenoxy}-1-(methylsulfonyl)piperidine